4-estren C[C@@]12CCC[C@H]1[C@@H]1CCC3=CCCC[C@@H]3[C@H]1CC2